(S)-3-(1-(3-benzhydryl-1-methyl-1,2,4-triazol-5-yl)ethyl)-8-methoxy-2H-pyrido[2,3-e][1,3]oxazine-2,4(3H)-dione C(C1=CC=CC=C1)(C1=CC=CC=C1)C1=NN(C(=N1)[C@H](C)N1C(OC2=C(C1=O)N=CC=C2OC)=O)C